tert-Butyl 6-(2-(dimethylamino)ethoxy)-7-nitro-3,4-dihydroisoquinoline-2(1H)-carboxylate CN(CCOC=1C=C2CCN(CC2=CC1[N+](=O)[O-])C(=O)OC(C)(C)C)C